N1S(=O)NC=2N=CNC2C1=O thiaxanthin